6-aminobenzo[d]isothiazol-3(2H)-one 1,1-dioxide NC1=CC2=C(C(NS2(=O)=O)=O)C=C1